6-(fluoromethyl)-2-(4-fluorophenyl)-3-(1H-pyrazolo[3,4-b]pyridin-5-yl)-6,7-dihydro-4H-pyrazolo[5,1-c][1,4]oxazine FCC1CN2C(CO1)=C(C(=N2)C2=CC=C(C=C2)F)C=2C=C1C(=NC2)NN=C1